6-bromo-5-fluoro-1H-benzimidazole BrC=1C(=CC2=C(NC=N2)C1)F